C1(CC(C(CC1)C(C)C)C(O)C1OC(OC1)=O)C menthyl-glycerol carbonate